C(C)(C)N1N=CC(=C1)NC(=O)C1CNC1 N-(1-isopropyl-1H-pyrazol-4-yl)azetidine-3-carboxamide